1-(5-cyclopropylisoxazol-3-yl)methylamine C1(CC1)C1=CC(=NO1)CN